O=C1N(C(C2=CC=CC=C12)=O)CCCCCC(=O)[O-] 1,3-dioxoisoindoline-2-hexanoate